tert-butyl [(3S,4R)-3-hydroxyoxan-4-yl]carbamate O[C@@H]1COCC[C@H]1NC(OC(C)(C)C)=O